tert-Butyl 4-(2-oxo-3H-1,3-benzoxazol-6-yl)piperazine-1-carboxylate O=C1OC2=C(N1)C=CC(=C2)N2CCN(CC2)C(=O)OC(C)(C)C